C1(CC1)C1=CC(=C(C=C1)C(C(F)(F)F)N1C(N(C2(CC2)C1=O)CC=1SC(=NN1)C1=C(C(=C(C=C1)F)O)F)=O)F 6-(1-(4-cyclopropyl-2-fluoro-phenyl)-2,2,2-trifluoroethyl)-4-((5-(2,4-difluoro-3-hydroxy-phenyl)-1,3,4-thiadiazol-2-yl)-methyl)-4,6-diazaspiro[2.4]-heptane-5,7-dione